N-((3aR,4S,7S,8R,8aR)-4-(azidomethyl)-2,2-dimethylhexahydro-4,7-epoxy[1,3]dioxolo[4,5-d]oxepin-8-yl)-3-chloro-1,2,4-thiadiazol-5-amine N(=[N+]=[N-])C[C@@]12[C@H]3[C@@H]([C@H]([C@@H](OC1)O2)NC2=NC(=NS2)Cl)OC(O3)(C)C